C1[C@@H]([C@H](O[C@H]1N2C=CC(=NC2=O)NC(=O)C3=CC=CC=C3)CO)O N4-benzoyl-2'-deoxycytidine